NS(=O)(=O)C=1C=C(C=CC1)C=1C=C2C=CN(C2=C(C1)C(=O)NCC1=CC=C(C(=O)O)C=C1)CC1=CC=C(C=C1)C(F)(F)F 4-((5-(3-Aminosulfonylphenyl)-1-(4-(trifluoromethyl)benzyl)-1H-indol-7-amido)methyl)benzoic acid